C(C)(C)(C)OC(=O)N[C@@H](CCC(N)=O)C(=O)O Nα-(tertbutoxycarbonyl)-L-glutamine